N1N=CC=2C1=NC(=CC2)C(=O)N 1H-pyrazolo[3,4-b]pyridine-6-carboxamide